2,6-di-tert-butyl-4-(4-methylphenyl)methylene-2,5-cyclohexadien-1-one C(C)(C)(C)C=1C(C(=CC(C1)=CC1=CC=C(C=C1)C)C(C)(C)C)=O